CC=1N=COC1C(=O)N1[C@@H](C2=C(CC1)NC=N2)C2=NN1C(C=CC=C1C)=C2 (S)-(4-methyloxazol-5-yl)(4-(7-methylpyrazolo[1,5-a]pyridin-2-yl)-6,7-dihydro-1H-imidazo[4,5-c]pyridin-5(4H)-yl)methanone